(1R,2S,5S)-8-(benzyl(2,2,2-trifluoroethyl)carbamoyl)-3-(diphenylcarbamoyl)-3,8-diazabicyclo[3.2.1]octane-2-carboxylic acid C(C1=CC=CC=C1)N(C(=O)N1[C@H]2[C@H](N(C[C@@H]1CC2)C(N(C2=CC=CC=C2)C2=CC=CC=C2)=O)C(=O)O)CC(F)(F)F